CN1N(N(CCCCCC1)C)C trimethyl-triaza-cyclononane